2-(4-chloro-3-fluorophenoxy)-N-{3-[(6-methylpyrazin-2-yl)amino]bicyclo[1.1.1]pent-1-yl}acetamide ClC1=C(C=C(OCC(=O)NC23CC(C2)(C3)NC3=NC(=CN=C3)C)C=C1)F